chloro-2-oxo-1,2-dihydrospiro[indole-3,4'-piperidine]-1'-carboxylate ClC1N(CCC2(C1)C(NC1=CC=CC=C12)=O)C(=O)[O-]